CC(CO)C(C(CC)C)C 2,3,4-Trimethylhexanol